FC1=NC(=CC(=C1)NC=1SC(=C(N1)C(=O)NC1C(CC1)CC)C)F 2-[(2,6-difluoro-4-pyridinyl)amino]-N-(2-ethylcyclobutyl)-5-methyl-thiazole-4-carboxamide